4-((3-bromo-1-methyl-1H-pyrazol-4-yl)methyl)-1-(cyclopropylmethyl)-1H-pyrazole-3-carbonitrile BrC1=NN(C=C1CC=1C(=NN(C1)CC1CC1)C#N)C